4-[[3-[4-(difluoromethoxy)phenyl]imidazo[1,2-a]pyrazin-8-yl]amino]-N,2-dimethyl-N-[2-[methyl-[2-(4-methylpiperazin-1-yl)-2-oxo-ethyl]amino]-2-oxo-ethyl]benzamide FC(OC1=CC=C(C=C1)C1=CN=C2N1C=CN=C2NC2=CC(=C(C(=O)N(CC(=O)N(CC(=O)N1CCN(CC1)C)C)C)C=C2)C)F